5-((3-(bromomethyl)benzyl)oxy)-2-(tert-butyl)-4-chloropyridazin-3(2H)-one BrCC=1C=C(COC2=C(C(N(N=C2)C(C)(C)C)=O)Cl)C=CC1